2-(((tert-Butoxycarbonyl)(2-((tert-Butoxycarbonyl)amino)ethyl)amino)methyl)propanoic acid C(C)(C)(C)OC(=O)N(CCNC(=O)OC(C)(C)C)CC(C(=O)O)C